ClC=1C=C(C=CC1)[C@H]1O[P@](OCC1)(COC1=CC(=C(C(=C1)C)CC1=CC(=C(C=C1)O)C(C)C)C)=O (2R,4S)-4-(3-chlorophenyl)-2-((4-(4-hydroxy-3-isopropylbenzyl)-3,5-dimethylphenoxy)methyl)-1,3,2-dioxaphosphinane 2-oxide